P(=O)(OC[N+]1=C(C(=CC=C1)C1=CC(=NO1)CC1=CC=C(C=C1)OC1=NC(=CC=C1)Cl)N)(O)[O-] (2-amino-3-(3-(4-((6-chloropyridin-2-yl)oxy)benzyl)isoxazol-5-yl)pyridin-1-ium-1-yl)methyl hydrogen phosphate